(2S)-1-(2-oxa-6-azaspiro[3.3]heptan-6-yl)-3-(p-tolyl)-2-((3-((1-(p-tolyl)ethyl)amino)pyridin-2-yl)amino)propan-1-one C1OCC12CN(C2)C([C@H](CC2=CC=C(C=C2)C)NC2=NC=CC=C2NC(C)C2=CC=C(C=C2)C)=O